C(C)OC(=O)C=1C(=NN2C1OCC(C2)O)C2=C(C=CC=C2)F 2-(2-fluorophenyl)-6-hydroxy-6,7-dihydro-5H-pyrazolo[5,1-b][1,3]oxazine-3-carboxylic acid ethyl ester